pyreneformaldehyde C1(=CC=C2C=CC3=CC=CC4=CC=C1C2=C34)C=O